2-[3-(2,7-diazaspiro[4.5]dec-2-yl)-1,2,4-triazin-6-yl]-5-(1H-pyrazol-4-yl)phenol dihydrochloride Cl.Cl.C1N(CCC12CNCCC2)C=2N=NC(=CN2)C2=C(C=C(C=C2)C=2C=NNC2)O